C(#N)C=1C(=C(C(=NC1)C(=O)NC=1C=C2C(=NN(C2=CC1)C1OCCCC1)C1(CC1)C)C)C 5-Cyano-3,4-dimethyl-N-(3-(1-methylcyclopropyl)-1-(tetrahydro-2H-pyran-2-yl)-1H-indazol-5-yl)picolinamide